C(C)(=O)C1=CC=C(C=C1)C(C(C(=O)C12CC3CC(CC(C1)C3)C2)(F)F)O 3-(4-acetylphenyl)-1-((3R,5R,7R)-adamantan-1-yl)-2,2-difluoro-3-hydroxypropan-1-one